C(C)OC1=C(C=NC(=C1)OCC1=CC=C(C=C1)OC)C1=CC(=C(C=C1)CC(=O)NC1=CC(=CC(=C1)C(F)(F)F)OCC1CCN(CC1)C)F 2-(4-(4-ethoxy-6-((4-methoxybenzyl)oxy)pyridin-3-yl)-2-fluorophenyl)-N-(3-((1-methylpiperidin-4-yl)methoxy)-5-(trifluoromethyl)phenyl)acetamide